tert-butyl 1-(4-bromo-3-fluoro-2-methoxyphenyl)-3-(hydroxymethyl)-1,4,6,7-tetrahydro-5H-pyrazolo[4,3-c]pyridine-5-carboxylate BrC1=C(C(=C(C=C1)N1N=C(C=2CN(CCC21)C(=O)OC(C)(C)C)CO)OC)F